diacetic acid CC(=O)CC(=O)O